[Si](C)(C)(C(C)(C)C)OCN1C(C(NC2=C(C=CC(=C12)F)C#CC)C)=O ((tert-butyldimethylsilyloxy)methyl)-8-fluoro-3-methyl-5-(prop-1-yn-1-yl)-1,2,3,4-tetrahydroquinoxalin-2-one